5-chloro-3-(1,4-dimethyl-1H-imidazol-5-yl)-1-tosyl-1H-pyrrolo[2,3-b]pyridine ClC=1C=C2C(=NC1)N(C=C2C2=C(N=CN2C)C)S(=O)(=O)C2=CC=C(C)C=C2